{4-[(tert-butoxy)carbonyl]naphthalen-1-yl}boronic acid C(C)(C)(C)OC(=O)C1=CC=C(C2=CC=CC=C12)B(O)O